BrC1=C(C=C(C=C1)C(C(F)(F)F)(C(F)(F)F)O)F 2-(4-bromo-3-fluorophenyl)-1,1,1,3,3,3-hexafluoropropan-2-ol